(1-(Naphthalen-2-yl)ethane-1,2-diyl)bis(diphenylsilane) C1=C(C=CC2=CC=CC=C12)C(C[SiH](C1=CC=CC=C1)C1=CC=CC=C1)[SiH](C1=CC=CC=C1)C1=CC=CC=C1